5-(4-([1,1'-biphenyl]-4-yl)butyl)bicyclo[2.2.1]hept-2-ene C1(=CC=C(C=C1)CCCCC1C2C=CC(C1)C2)C2=CC=CC=C2